NC1=CC=C(C=C1)C1=N[C@H](C=2N(C3=C1C(=C(S3)C)C)C(=NN2)C)CC(=O)OC(C)(C)C tert-butyl (S)-2-{4-(4-aminophenyl)-2,3,9-trimethyl-6H-thieno[3,2-f][1,2,4]triazolo[4,3-a][1,4]diazepin-6-yl}acetate